3-fluoro-5,6,7,8-tetrahydro-1,6-naphthyridine FC=1C=NC=2CCNCC2C1